O[C@@H]1[C@H](O[C@H]([C@@H]1O)N1C2=NC(=NC(=C2N=C1)NCC1=NC=CC=C1)C=1C=NC=C(C1)C)C(=O)NC (2S,3S,4R,5R)-3,4-Dihydroxy-N-methyl-5-(2-(5-methylpyridin-3-yl)-6-((pyridin-2-ylmethyl)amino)-9H-purin-9-yl)tetrahydrofuran-2-carboxamide